CC1=C(O\C(\C(=O)OC)=C/OC)C=C(C=C1C)N1N=C(C=C1)C(F)(F)F methyl (Z)-2-[2,3-dimethyl-5-[3-(trifluoromethyl)pyrazol-1-yl]phenoxy]-3-methoxy-prop-2-enoate